C(C)N1CCN(CC1)CCCN([C@H]1CCCC=2C=CC=NC12)C[C@@H]1NCC2=CC=CC(=C2C1)N1CCOCC1 (S)-N-(3-(4-ethylpiperazin-1-yl)propyl)-N-(((R)-5-morpholino-1,2,3,4-tetrahydroisoquinolin-3-yl)methyl)-5,6,7,8-tetrahydroquinolin-8-amine